[F-].C(CCCCCC)[NH+]1C(CCC1)CCCC 1-heptyl-2-butylpyrrolidinium fluoride salt